stearoyl-glycerol diacetate C(C)(=O)OC(C(OC(C)=O)CO)C(CCCCCCCCCCCCCCCCC)=O